ClC1=C(C(=O)[O-])C(=CC=C1)Cl 2,6-dichlorobenzoate